CC=1C(=C(N=NC1C(F)(F)F)N)N methyl-6-(trifluoromethyl)pyridazine-3,4-diamine